2-(cyclopropylsulfonimidoyl)pyridine-4-carboxamide C1(CC1)S(=O)(=N)C1=NC=CC(=C1)C(=O)N